(hydroxymethyl)tetrahydro-2H-pyran-2-carboxamide OCC1(OCCCC1)C(=O)N